N-(2-(3-(pyridin-3-yl)acrylamido)propyl)pyridinecarboxamide N1=CC(=CC=C1)C=CC(=O)NC(CNC(=O)C1=NC=CC=C1)C